C(C)C1=C(C2=CC=CC=C2C(=C1)OC(=O)OCCCCCCCCCCC)OC(=O)OCCCCCCCCCCC 2-ethyl-1,4-bis(n-undecyloxycarbonyloxy)naphthalene